(2,6-dichlorophenyl)-4-(2-(dimethylamino)propoxy)-2-((4-(4-methylpiperazin-1-yl)phenyl)amino)pyrimidine-5-carboxamide ClC1=C(C(=CC=C1)Cl)C1=C(C(=NC(=N1)NC1=CC=C(C=C1)N1CCN(CC1)C)OCC(C)N(C)C)C(=O)N